N-(5-(2-(2-oxa-7-azaspiro[4.4]nonan-7-yl)acetamido)-2-methylpyridin-3-yl)-2-(1-methyl-1H-pyrazol-4-yl)pyrazolo[5,1-b]thiazole-7-carboxamide C1OCCC12CN(CC2)CC(=O)NC=2C=C(C(=NC2)C)NC(=O)C=2C=NN1C2SC(=C1)C=1C=NN(C1)C